(2S)-2-(9H-fluoren-9-yl-methoxycarbonyl-amino)hept-6-enoic acid C1=CC=CC=2C3=CC=CC=C3C(C12)N([C@H](C(=O)O)CCCC=C)C(=O)OC